NC1=CC=C(OC2=C(C=C(OC3=CC=C(N)C=C3)C=C2)C2=CC=CC=C2)C=C1 4-[4-(4-Aminophenoxy)-3-Phenylphenoxy]Aniline